6-bromo-N,N,N-trimethyl-1-hexylammonium BrCCCCCC[N+](C)(C)C